trans-4-(trifluoromethyl)cyclohexaneformaldehyde FC([C@@H]1CC[C@H](CC1)C=O)(F)F